5-(4-(4-acryloxybutoxy)-3-fluorophenyl)-2-(5-ethoxy-3-pyridyl)-1,3,4-thiadiazole C(C=C)(=O)OCCCCOC1=C(C=C(C=C1)C1=NN=C(S1)C=1C=NC=C(C1)OCC)F